BrC=1C(=NC(=NC1)N)NC1=CC(=C(C=C1)OC1=CC2=C(N(C=N2)C)C=C1)C bromo-N4-(3-methyl-4-((1-methyl-1H-benzimidazol-5-yl)oxy)phenyl)pyrimidine-2,4-diamine